ClC=1C(=C(NC([C@H](C)NC(OC(C)(C)C)=O)=O)C=CC1I)C(C1=C(C=CC=C1F)F)=O tert-butyl N-[(1S)-2-[3-chloro-2-(2,6-difluorobenzoyl)-4-iodo-anilino]-1-methyl-2-oxo-ethyl]carbamate